N-(3-(5-(2-Aminophenyl)-1H-pyrazolo[3,4-b]pyridin-3-carbonyl)-2,4-difluorophenyl)propan-1-sulfonamid NC1=C(C=CC=C1)C=1C=C2C(=NC1)NN=C2C(=O)C=2C(=C(C=CC2F)NS(=O)(=O)CCC)F